OC(C)(C)C1=CN=NN1N1C(CCC1)C(=O)N 5-(2-hydroxypropan-2-yl)-1H-1,2,3-triazol-1-yl-pyrrolidin-2-carboxamid